N,N-diethyl-N-methyl-2-(methacryloyloxy)ethyl-ammonium chloride [Cl-].C(C)[N+](C)(CC)CCOC(C(=C)C)=O